(15α,16α,17β)-estra-1,3,5(10)-triene-3,15,16,17-tetraol C[C@@]12[C@H]([C@@H]([C@@H]([C@H]1[C@@H]1CCC=3C=C(C=CC3[C@H]1CC2)O)O)O)O